N-(2-((2-(3-(benzofuran-5-yl)ureido)-6-methylpyrimidin-4-yl)amino)ethyl)acetamide O1C=CC2=C1C=CC(=C2)NC(NC2=NC(=CC(=N2)NCCNC(C)=O)C)=O